4-(4-((3-ethyl-2-oxo-4-thioxo-1,2,3,4-tetrahydroquinazolin-7-yl)methyl)piperazin-1-yl)-3-fluoro-N-methylbenzamide C(C)N1C(NC2=CC(=CC=C2C1=S)CN1CCN(CC1)C1=C(C=C(C(=O)NC)C=C1)F)=O